C(C)(=O)C=1C=C(C=CC1)C1=CC(=C(N1CC1=CC(=C(C=C1)S(N)(=O)=O)F)CC1CC1)C=1SC(=C(N1)C(=O)OCC)C ethyl 2-[5-(3-acetylphenyl)-2-(cyclopropylmethyl)-1-[(3-fluoro-4-sulfamoyl-phenyl) methyl] pyrrol-3-yl]-5-methyl-thiazole-4-carboxylate